FC1=CC=C(C=C1)P(C1=CC=C(C=C1)F)C1=CC=C(C=C1)F tris(p-fluorophenyl)phosphine